bis-(4-tert-butylcyclohexanyl)-peroxydicarbonate C(C)(C)(C)C1CCC(CC1)OC(=O)OOC(=O)OC1CCC(CC1)C(C)(C)C